5-chloro-1-((6-(3-fluoro-5-methoxyphenyl)pyridazin-3-yl)methyl)-1H-indazole-7-carboxylic acid ClC=1C=C2C=NN(C2=C(C1)C(=O)O)CC=1N=NC(=CC1)C1=CC(=CC(=C1)OC)F